gondamide CCCCCCCC/C=C\CCCCCCCCCC(=O)N